BrC1=NNC(=C1C(C)C)C=1C=C(C=2N(C1)N=CN2)C 6-(3-bromo-4-isopropyl-1H-pyrazol-5-yl)-8-methyl-[1,2,4]Triazolo[1,5-a]Pyridine